NC=1N=C2N(N=C(C=C2)C=2C=CC(=C(C2)NC(=O)N2OCC[C@H]2C2=CC=CC=C2)C)C1 (S)-N-(5-(2-aminoimidazo[1,2-b]pyridazin-6-yl)-2-methylphenyl)-3-phenylisoxazolidine-2-carboxamide